O=C1OC2=CC=C(C=C2C=C1)C(=O)NC1CCC(CC1)NC1=CC(=NC2=CC=C(C=C12)Cl)C(F)(F)F 2-oxo-N-[(1s,4s)-4-{[6-chloro-2-(trifluoromethyl)quinolin-4-yl]amino}cyclohexyl]-2H-chromen-6-carboxamide